1-(4-bromophenyl)-2-chloro-5,7-difluoro-6-methoxy-1H-benzo[d]imidazole BrC1=CC=C(C=C1)N1C(=NC2=C1C(=C(C(=C2)F)OC)F)Cl